2,6-dicarboxy-1,2,3,4-tetrahydronaphthalene C(=O)(O)C1CC2=CC=C(C=C2CC1)C(=O)O